ClC1=C(C=CC(=C1)Cl)C=1CCCC2=C(C1C1=CC=C(C=C1)O[C@@H]1CN(CC1)CCCF)C=CC(=C2)C=2C=C(C=CC2)O (S)-3-(8-(2,4-dichlorophenyl)-9-(4-((1-(3-fluoropropyl)pyrrolidin-3-yl)oxy)phenyl)-6,7-dihydro-5H-benzo[7]annulen-3-yl)phenol